ClC=1C=C(C=CC1Cl)C[C@@H](C(=O)OC)NS(=O)(=O)C1=CC=C(C=C1)OC(F)(F)F methyl (S)-3-(3,4-dichlorophenyl)-2-((4-(trifluoromethoxy)phenyl)sulfonamido)propanoate